5-carboxydeoxycytidine C(=O)(O)C=1C(=NC(N([C@H]2C[C@H](O)[C@@H](CO)O2)C1)=O)N